[Cl-].N[NH2+]CNC[C@@H]1C[C@@H](CCC1)C(=O)O cis-amino(((3-carboxycyclohexyl)methyl)amino)methylammonium chloride